tetrahydropyran-4-yl-acetamide O1CCC(CC1)CC(=O)N